C(C)(C)(C)C1=CC=C(C(=O)[O-])C=C1.C(C)(C)(C)C1=CC=C(C(=O)[O-])C=C1.[Al+2] aluminum bis(p-t-butylbenzoate)